[N+](=O)([O-])C1=CC=C(C=C1)NC(=S)NC1CCN(CC1)C1=NC(=CC=C1)C(F)(F)F 1-(4-nitrophenyl)-3-(1-(6-(trifluoromethyl)pyridin-2-yl)piperidin-4-yl)thiourea